CC=1C=CC=C2C(NC(=NC12)CSC1CCN(CC1)CC1=NC=CC=C1C)=O 8-Methyl-2-(((1-((3-methylpyridin-2-yl)methyl)piperidin-4-yl)thio)methyl)quinazolin-4(3H)-one